C[Sn](C1=CC=CC(=N1)C1CN(CCC1)C(=O)OC(C)(C)C)(C)C tert-butyl 3-(6-(trimethylstannyl)pyridin-2-yl)piperidine-1-carboxylate